4-amino-7-fluoro-N-methyl-N-((3R)-5-(trifluoromethyl)-2,3-dihydrofuro[2,3-b]pyridin-3-yl)-1,3-dihydrofuro[3,4-c]-quinoline-8-carboxamide NC1=NC=2C=C(C(=CC2C2=C1COC2)C(=O)N([C@H]2COC1=NC=C(C=C12)C(F)(F)F)C)F